4-bromo-3-(methoxymethyl)benzaldehyde BrC1=C(C=C(C=O)C=C1)COC